5-[4-(5,6-difluoroindolin-1-yl)quinazolin-6-yl]pyrimidin-2-amine FC=1C=C2CCN(C2=CC1F)C1=NC=NC2=CC=C(C=C12)C=1C=NC(=NC1)N